NC1=NC=CC=C1C1=NC=2C(=NC(=CC2)C2=CC=CC=C2)N1C1=CC=C(C=C1)C1(CCC1)NCCC1=CC(=C(C=O)C=C1)O 4-(2-((1-(4-(2-(2-aminopyridin-3-yl)-5-phenyl-3H-imidazo[4,5-b]pyridin-3-yl)phenyl)cyclobutyl)amino)ethyl)-2-hydroxybenzaldehyde